C(C)(C)(C)OC(=O)N[C@H]1C=C[C@H](C1)C(=O)OC methyl (1s,4r)-4-[[t-butoxycarbonyl] amino]-2-cyclopentene-1-carboxylate